4-[[2-fluoro-4-(trifluoromethoxy)phenyl]methoxy]piperidine FC1=C(C=CC(=C1)OC(F)(F)F)COC1CCNCC1